O[SiH](C)C oxyl-dimethyl-silane